[N+]12(CCN(CC1)CC2)C2=NC(=C(C1=CC(=CC(=C21)OCC2=CC=CC=C2)F)C2=CC(=C(C=C2)F)F)C2CCOCC2 1-(4-aza-1-azoniabicyclo[2.2.2]octan-1-yl)-8-benzyloxy-4-(3,4-difluorophenyl)-6-fluoro-3-tetrahydropyran-4-yl-isoquinoline